9-chloro-6-((4,6-dimethyl-2-oxo-1,2-dihydropyridin-3-yl)methyl)-2-(1-((R)-2-hydroxybutanoyl)piperidin-4-yl)-2,4-dimethyl-7,8-dihydro-[1,3]dioxolo[4,5-g]isoquinolin-5(6H)-one ClC=1C=2CCN(C(C2C(=C2C1OC(O2)(C)C2CCN(CC2)C([C@@H](CC)O)=O)C)=O)CC=2C(NC(=CC2C)C)=O